methyl 2,3-dihydro-4-phenyl-2-furancarboxylate C1(=CC=CC=C1)C=1CC(OC1)C(=O)OC